FCC(=O)NCCC[C@@H](C=1OC(=CN1)C1=CC=CC=C1)NC(=O)C=1C=C(C=CC1OC)C1=CC=CC=C1 (S)-N-(4-(2-fluoroacetylamino)-1-(5-phenyloxazol-2-yl)butyl)-4-methoxy-[1,1'-biphenyl]-3-carboxamide